N[C@@]1([C@@H]2[C@H]([C@@H]2[C@@H](C1)C)C(=O)O)C(=O)O (1S,2S,4R,5R,6S)-2-amino-4-methylbicyclo[3.1.0]hexane-2,6-dicarboxylic acid